Cl.C1(CC1)O[C@@H]1C[C@@H](CCC1)NC (+)-(1R,3S)-3-Cyclopropoxy-N-methylcyclohexan-1-amine hydrochloride